1,9-bis(pentadecan-8-yl) 5-[3-(dimethylamino)propyl]nonanedioate CN(CCCC(CCCC(=O)OC(CCCCCCC)CCCCCCC)CCCC(=O)OC(CCCCCCC)CCCCCCC)C